5-((2-(1-(2-((tert-butyldimethylsilyl)oxy)ethyl)-1H-pyrazol-4-yl)pyridin-4-yl)oxy)-6-methylpyridin-2-amine [Si](C)(C)(C(C)(C)C)OCCN1N=CC(=C1)C1=NC=CC(=C1)OC=1C=CC(=NC1C)N